O=C1CSC2=C(N1)C=CC=C2 3-oxo-2H,4H-benzo[1,4]thiazin